C1=NC=CC=NC=CN=CC=NC=COC=2N=CC=3C=CC=CC3C21 oxa[4,7,10,14]tetraazacycloheptadecino[17,16-c]isoquinoline